CC(C(CCC(=O)[O-])=O)C 5-methyl-4-oxohexanoate